3-[[(1R)-1-[2-(1,3-Benzoxazol-4-yl)-3,6-dimethyl-4-oxo-chromen-8-yl]ethyl]amino]-6-chloro-pyridine-2-carboxylic acid O1C=NC2=C1C=CC=C2C=2OC1=C(C=C(C=C1C(C2C)=O)C)[C@@H](C)NC=2C(=NC(=CC2)Cl)C(=O)O